Cl.ClC=1C=C(C=CC1)[C@H](C(F)F)N (R)-1-(3-chlorophenyl)-2,2-difluoroethan-1-amine hydrochloride